C(CCC)OC(C#CCCCCCC(=O)OCCCC)OCCCC butyl 9,9-dibutoxy-7-nonynoate